1-(3-hydroxy-4-(6-(methyl(2,2,6,6-tetramethylpiperidin-4-yl)amino)pyridazin-3-yl)phenyl)-1H-pyrazole-4-carboxamide OC=1C=C(C=CC1C=1N=NC(=CC1)N(C1CC(NC(C1)(C)C)(C)C)C)N1N=CC(=C1)C(=O)N